N-[(3S)-pyrrolidin-3-yl]acetamide hydrochloride Cl.N1C[C@H](CC1)NC(C)=O